6-chloro-7-fluoro-2-(3-fluoro-1H-1,2,4-triazol-5-yl)-5-methoxy-1-methyl-3-(1H-pyrazol-4-yl)-1H-indole ClC1=C(C=C2C(=C(N(C2=C1F)C)C1=NC(=NN1)F)C=1C=NNC1)OC